CC1=NN2C(CN(CC2)CCOC2=CC=3N(C=C2)C(=CN3)C3=CC(=NC=N3)NCC3=CC=C(C=C3)C=3C=NN(C3)C)=N1 (6-{7-[2-(2-methyl-5,6-dihydro-8H-[1,2,4]triazolo[1,5-a]pyrazin-7-yl)-ethoxy]-imidazo[1,2-a]pyridin-3-yl}-pyrimidin-4-yl)-[4-(1-methyl-1H-pyrazol-4-yl)-benzyl]-amine